4-((cyclopropylamino)methyl)-6-(isopropyl(methyl)amino)-2,3-dihydro-1H-pyrrolo[3,4-c]Pyridin-1-one C1(CC1)NCC1=NC(=CC2=C1CNC2=O)N(C)C(C)C